4-bromo-5-(5-bromo-6-methoxynaphthalene-2-yl)-1-phenyl-1H-pyrazole BrC=1C=NN(C1C1=CC2=CC=C(C(=C2C=C1)Br)OC)C1=CC=CC=C1